(4S)-6-chloro-4-(2-cyclopropylethynyl)-4-(trifluoromethyl)-1H-3,1-benz-oxazin-2-one ClC=1C=CC2=C([C@](OC(N2)=O)(C(F)(F)F)C#CC2CC2)C1